NCC=1C=C(C=CC1)C=1C=C2C(=NN(C2=CC1)C)COC1=C(C=CC=C1)CC(=O)OCC ethyl 2-(2-((5-(3-(aminomethyl)phenyl)-1-methyl-1H-indazol-3-yl)methoxy)phenyl)acetate